C(C)(C)(C)S(=O)N=C(C(=O)[O-])C1=CC=C(C=C1)Br 2-((tert-butylsulfinyl)imino)-2-(4-bromophenyl)acetate